O[C@@]1(C(N(C=2C1=NC=CC2)C)=O)C2=CC(=CC=C2)C=2N=C(SC2)C2=CN(C1=NC=CC=C12)S(=O)(=O)C1=CC=CC=C1 (S)-3-Hydroxy-1-methyl-3-(3-(2-(1-(phenylsulfonyl)-1H-pyrrolo[2,3-b]pyridin-3-yl)thiazol-4-yl)phenyl)-1,3-dihydro-2H-pyrrolo[3,2-b]pyridin-2-one